1-(4-(2-HYDROXYBUTAN-2-YL)PYRIDIN-2-YL)-N-(6-METHOXY-1-METHYL-1H-INDAZOL-7-YL)-1H-PYRAZOLE-4-SULFONAMIDE OC(C)(CC)C1=CC(=NC=C1)N1N=CC(=C1)S(=O)(=O)NC=1C(=CC=C2C=NN(C12)C)OC